N,N-dimethyl-3-phenyl-1H-pyrazole-1-sulfonamide CN(S(=O)(=O)N1N=C(C=C1)C1=CC=CC=C1)C